P(=O)(=O)C12C3CCC2C3CN1 8-aza-1-phosphotricyclo[3.3.0.02,6]Octane